CC=1C=CC(=C(C1)NN=C(C(=O)[O-])C)[N+](=O)[O-] 2-(2-(5-methyl-2-nitrophenyl)hydrazono)propanoate